ClC1=C(C=C(C(=C1)F)OCCCCCSC(F)(F)F)C(C(F)(F)F)S(=O)C(C(F)(F)F)C1=C(C=C(C(=C1)OCCCCCSC(F)(F)F)F)Cl 2-chloro-4-fluoro-5-{[5-(trifluoromethylthio)pentyl]Oxy}phenyl-2,2,2-trifluoroethylsulfoxide